4-fluoro-2-(6-(((1r,2r,3s,5s)-2-fluoro-9-azabicyclo[3.3.1]non-3-yl)oxy)pyridazin-3-yl)-5-(1H-pyrazol-4-yl)phenol FC1=CC(=C(C=C1C=1C=NNC1)O)C=1N=NC(=CC1)O[C@@H]1[C@@H]([C@H]2CCC[C@@H](C1)N2)F